C(#N)C1=C(NC=2C(=C3C(N(C=NC3=CC2)C2COC3(C2)CCNCC3)=O)F)C(=CC=C1NS(N(C)CC)(=O)=O)F 3-[6-[2-cyano-3-[[ethyl(methyl)sulfamoyl]amino]-6-fluoro-anilino]-5-fluoro-4-oxo-quinazolin-3-yl]-1-oxa-8-azaspiro[4.5]decane